BrC1=CC=C(CN2C(CC(C2)C2=C(C=C(C=C2)OC)OC2CCCC2)=O)C=C1 (+)-1-(4-bromobenzyl)-4-[(3-cyclopentyloxy)-4-methoxyphenyl]-2-pyrrolidon